2-methyl-1-(3-(4-(2-(trifluoromethyl)phenyl)piperidine-1-carbonyl)-1,4,6,7-tetrahydro-5H-pyrazolo[4,3-c]pyridin-5-yl)propan-1-one methyl-5-(butylamino)-2-nitrobenzoate COC(C1=C(C=CC(=C1)NCCCC)[N+](=O)[O-])=O.CC(C(=O)N1CC2=C(CC1)NN=C2C(=O)N2CCC(CC2)C2=C(C=CC=C2)C(F)(F)F)C